FC1=C(C=CC=2N(C=NC21)C)C#CC2=NN(C(=C2C(=O)N)NC)[C@@H]2CN([C@H](C2)COC)C(C=C)=O 3-[2-(4-fluoro-1-methyl-1,3-benzodiazol-5-yl)ethynyl]-1-[(3S,5R)-5-(methoxymethyl)-1-(prop-2-enoyl)pyrrolidin-3-yl]-(methylamino)pyrazole-4-carboxamide